(2-(2-methoxypyridin-3-yl))Acetonitrile COC1=NC=CC=C1CC#N